4-[2-[2-[3-(4-amino-1-isopropyl-pyrazolo[3,4-d]pyrimidin-3-yl)-5-cyclopropyl-isoxazol-4-yl]pyrimidin-5-yl]ethoxy]butan-1-ol NC1=C2C(=NC=N1)N(N=C2C2=NOC(=C2C2=NC=C(C=N2)CCOCCCCO)C2CC2)C(C)C